FC(OC1=CC=C(C=C1)C1=CN=C2N1C=CN=C2NC2=CC=C(C=C2)N2C(CCC2C)=O)F 1-[4-[[3-[4-(difluoromethoxy)phenyl]imidazo[1,2-a]pyrazin-8-yl]amino]phenyl]-5-methyl-pyrrolidin-2-one